N-((4-(2,4-difluorophenyl)thiophen-2-yl)methylene)-4-methylbenzenesulfonamide FC1=C(C=CC(=C1)F)C=1C=C(SC1)C=NS(=O)(=O)C1=CC=C(C=C1)C